FC(OC1=CC2=C(N=C(O2)C=2C(=C(C=CC2)C2=C(C(=CC=C2)C=2OC3=C(N2)C=C(C(=C3)OC(F)F)CN3CCCC3)C)C)C=C1CN1[C@H](CCC1)C(=O)O)F ((6-(difluoromethoxy)-2-(3'-(6-(difluoromethoxy)-5-(pyrrolidin-1-ylmethyl)benzo[d]oxazol-2-yl)-2,2'-dimethyl-[1,1'-biphenyl]-3-yl)benzo[d]oxazol-5-yl)methyl)-D-proline